(±)-trans-2-phenylcyclopropan-1-amine C1(=CC=CC=C1)[C@H]1[C@@H](C1)N |r|